N-[(5-chloro-6-fluoro-pyrazin-2-yl)methyl]acetamide ClC=1N=CC(=NC1F)CNC(C)=O